O1C=C(C=C1)C=1C=CC2=C(C(C3=C(SC2)C=C(C(=C3)OC)OC)=O)C1 9-(3-furanyl)-{2,3-dimethoxydibenzo[b,e]thiepin-11(6H)-one}